N-{4-bromo-2-[(4-fluorophenyl)methoxy]phenyl}-1,1-difluoromethanesulfonamide BrC1=CC(=C(C=C1)NS(=O)(=O)C(F)F)OCC1=CC=C(C=C1)F